O=C1N(CC2=CC(=CC=C12)N1C(N(CC1)C1CN(C1)C1=NC=CC=C1)=O)C1C(N(C(CC1)=O)COCC[Si](C)(C)C)=O 3-(1-oxo-5-(2-oxo-3-(1-(pyridin-2-yl)azetidin-3-yl)imidazolidin-1-yl)isoindolin-2-yl)-1-((2-(trimethylsilyl)ethoxy)methyl)piperidine-2,6-dione